dimethylsilylbis(9-fluorenyl)zirconium dichloride [Cl-].[Cl-].C[SiH](C)[Zr+2](C1C2=CC=CC=C2C=2C=CC=CC12)C1C2=CC=CC=C2C=2C=CC=CC12